4-[5-(aminomethyl)pyridin-2-yl]-3-[6-(dimethylamino)pyridazin-4-yl]oxybenzonitrile NCC=1C=CC(=NC1)C1=C(C=C(C#N)C=C1)OC1=CN=NC(=C1)N(C)C